O=C1C=2C=CC=NC2C=C(N1)CCCN1CCC(=CC1)C1=NC=C(C=C1)C#N 1'-(3-(5-oxo-5,6-dihydro-1,6-naphthyridin-7-yl)propyl)-1',2',3',6'-tetrahydro-[2,4'-bipyridine]-5-carbonitrile